C(CC)SNC(C)CC1=CC=CC=C1 propylsulfanyl-amphetamine